BrC=1C=C(C=CC1OC[C@@H](CCl)O)C(C)(C)C1=CC=C(OC[C@@H](CN2N=NC(=C2)CO)O)C=C1 (R)-1-(4-(2-(3-bromo-4-((S)-3-chloro-2-hydroxypropoxy)phenyl)propan-2-yl)phenoxy)-3-(4-(hydroxymethyl)-1H-1,2,3-triazol-yl)propan-2-ol